ClC1=C(C=CC=C1)C=1N(C(=C(N1)C1=CC=CC=C1)C1=CC=CC=C1)N1C(=NC(=C1C1=CC=CC=C1)C1=CC=CC=C1)C1=C(C=CC=C1)Cl 2,2'-bis(o-chlorophenyl)-4,4',5,5'-tetraphenyl-1,1'-biimidazole